(S)-6-((4,6-dimethyl-2-oxo-1,2-dihydropyridin-3-yl)methyl)-2-(trans-4-(dimethylamino)cyclohexyl)-2,4-dimethyl-9-(thiophen-2-yl)-7,8-dihydro-[1,3]dioxolo[4,5-g]isoquinolin-5(6H)-one CC1=C(C(NC(=C1)C)=O)CN1C(C=2C(=C3C(=C(C2CC1)C=1SC=CC1)O[C@@](O3)(C)[C@@H]3CC[C@H](CC3)N(C)C)C)=O